Cl.CC1(CCC1)NC(=O)C1[C@H]2CNC[C@@H]12 (1R,5S,6r)-N-(methylcyclobutyl)-3-azabicyclo[3.1.0]hexane-6-carboxamide hydrochloride salt